BrC=1C=C(C=CC1N1C[C@H](CC1)O)S(=O)(=O)C(C(=O)N1CCOCC1)(C)C 2-{3-bromo-4-[(3S)-3-hydroxypyrrolidin-1-yl]benzenesulfonyl}-2-methyl-1-(morpholin-4-yl)propan-1-one